3-methyl-3-butenylmethyldimethoxysilane CC(CC[Si](OC)(OC)C)=C